FC1(CCC(CC1)N1N=CC2=C1N=C(NC2=O)SCC(=O)NC=2SC(=NN2)SCC)F 2-((1-(4,4-Difluorocyclohexyl)-4-oxo-4,5-dihydro-1H-pyrazolo[3,4-d]pyrimidin-6-yl)thio)-N-(5-(ethylthio)-1,3,4-thiadiazol-2-yl)acetamid